NC1=CC(=C(CCN2[C@H](O[C@H](C2=O)C)C=2C(=NN(C2)C2=CC=C(C=C2)F)C2=COC=C2)C=C1)F (2R,5S)-3-(4-amino-2-fluorophenethyl)-2-(1-(4-fluorophenyl)-3-(furan-3-yl)-1H-pyrazol-4-yl)-5-methyloxazolidin-4-one